1-(6-butyl-1H-benzo[d]imidazol-2-yl)-3-cyclopentylurea C(CCC)C=1C=CC2=C(NC(=N2)NC(=O)NC2CCCC2)C1